tert-Butyl (5-(((cis)-4-(trifluoro-methyl)cyclohexyl)oxy)-2,3-di-hydrobenzofuran-7-yl)carbamate FC([C@H]1CC[C@H](CC1)OC=1C=C(C2=C(CCO2)C1)NC(OC(C)(C)C)=O)(F)F